ClC1=C(C=CC=C1)N=NC1=CC=CC=C1 Ortho-Chloro-Azobenzene